2-METHYLBUTYL PROPIONATE C(CC)(=O)OCC(CC)C